(R)-2-((((9H-fluoren-9-yl)methoxy)carbonyl)(methyl)amino)-3-(tert-butyldisulfanyl)propanoic acid C1=CC=CC=2C3=CC=CC=C3C(C12)COC(=O)N([C@H](C(=O)O)CSSC(C)(C)C)C